benzyl 2,9-diazaspiro[5.5]undecane-9-carboxylate C1NCCCC12CCN(CC2)C(=O)OCC2=CC=CC=C2